3-(4-fluoro-benzyloxy)-azetidine-1-carboxylic acid tert-butyl ester C(C)(C)(C)OC(=O)N1CC(C1)OCC1=CC=C(C=C1)F